C(C)(C)(C)OC(=O)N1CCC(CC1)NC1=CC=CC=2N=CSC21 4-(1,3-benzothiazol-7-ylamino)piperidine-1-carboxylic acid tert-butyl ester